ClC1=C(C(=NC(=N1)C)N1CCC(CC1)OC1=CC2=CN(N=C2C=C1)C)C 5-((1-(6-chloro-2,5-dimethylpyrimidin-4-yl)piperidin-4-yl)oxy)-2-methyl-2H-indazole